C(C)OCCN1C(=C(C2=CC=CC=C12)C=O)C(F)(F)F 1-(2-ethoxyethyl)-2-(trifluoromethyl)-1H-indole-3-carbaldehyde